(5S,7S)-7-((1H-pyrazolo[3,4-c]pyridin-1-yl)methyl)-3-(5-(dimethylphosphorothioyl)pyridin-2-yl)-7-methyl-1-oxa-3-azaspiro[4.5]decan-2-one N1(N=CC=2C1=CN=CC2)C[C@@]2(C[C@]1(CN(C(O1)=O)C1=NC=C(C=C1)P(=S)(C)C)CCC2)C